FC1=C(C=C(C=C1)F)C1COCC(N1)=O 5-(2,5-difluorophenyl)morpholin-3-one